C(CCC=CCCC=CCCC=CCC=CCCC=CCC)(=O)O 4,8,12,15,19-docosapentaenoic acid